C(CCC)OC1=CC=C(C=C1)C[C@@H](COCC)N1C=NC=2C(=NC=3C=CC=CC3C21)N 1-[(1S)-1-[(4-butoxyphenyl)methyl]-2-ethoxyethyl]imidazo[4,5-c]quinolin-4-amine